CN1C=NC=2CN(CCC21)C 1,5-dimethyl-4,5,6,7-Tetrahydro-1H-imidazo[4,5-c]pyridine